COC1=CC=C(C=C1)N1C(CCC1)=O 1-(4-methoxyphenyl)-2-oxopyrrolidine